(3S,5R)-13-oxo-2,12-diazadispiro[4.1.47.25]tridecane O=C1NC2(C[C@@]13CCNC3)CCCC2